tert-Butyl 3,10-dioxo-1-phenyl-2,8,14-trioxa-4,11-diazaheptadecan-17-oate O=C(OCC1=CC=CC=C1)NCCCOCC(NCCOCCC(=O)OC(C)(C)C)=O